C(C1=CC=CC=C1)N1C2CC(CC1CC(C2)C(=O)OC)=O methyl 9-benzyl-3-oxo-9-azabicyclo[3.3.1]nonane-7-carboxylate